NCC1(CCCCC1)NC(OCC1=CC=CC=C1)=O benzyl (1-(aminomethyl)cyclohexyl)carbamate